C(CC)NC1CC2=CC=CC=C2C1 2-(propylamino)indan